(S)-(6-butyl-2,4-dihydroxy-5-(methyl-(phenyl)amino)pyridin-3-yl)(3-phenylpyrrolidin-1-yl)methanone C(CCC)C1=C(C(=C(C(=N1)O)C(=O)N1C[C@@H](CC1)C1=CC=CC=C1)O)N(C1=CC=CC=C1)C